C(C)C1=C(C(=O)NCCOCCNC(OC(C)(C)C)=O)C=CC(=C1)NC=1C=2N(C=CN1)C(=CN2)C=2C(=NNC2)C(F)(F)F tert-butyl N-[2-[2-[[2-ethyl-4-[[3-[3-(trifluoromethyl)-1H-pyrazol-4-yl]imidazo[1,2-a]pyrazin-8-yl]amino]benzoyl]amino]ethoxy] ethyl]carbamate